ω-hydroxyheptadecanoic acid C(CCCCCCCCO)CCCCCCCC(=O)O